dieicosyl glutarate C(CCCC(=O)OCCCCCCCCCCCCCCCCCCCC)(=O)OCCCCCCCCCCCCCCCCCCCC